2-Amino-1-(3-hydroxy-2,6-dimethylphenyl)-5,6-dimethyl-N-(1H-pyrazol-3-yl)-1H-pyrrolo[2,3-b]pyridine-3-carboxamide NC1=C(C=2C(=NC(=C(C2)C)C)N1C1=C(C(=CC=C1C)O)C)C(=O)NC1=NNC=C1